methyl 4-(2-bromo-2-(3-bromophenyl)ethoxy)-2,2-dimethylbutanoate BrC(COCCC(C(=O)OC)(C)C)C1=CC(=CC=C1)Br